(S)-6-(1-(4-fluoro-4-methyl-piperidin-1-yl)ethyl)-2-(3-(3-((4-methyl-4H-1,2,4-triazol-3-yl)methyl)oxetan-3-yl)phenyl)-4-(trifluoromethyl)isoindolin-1-one FC1(CCN(CC1)[C@@H](C)C1=CC(=C2CN(C(C2=C1)=O)C1=CC(=CC=C1)C1(COC1)CC1=NN=CN1C)C(F)(F)F)C